2-((1-hexyl-1H-pyrazol-4-yl)amino)pyrimidin C(CCCCC)N1N=CC(=C1)NC1=NC=CC=N1